Tritridecanoic acid behenate C(CCCCCCCCCCCCCCCCCCCCC)(=O)O.C(CCCCCCCCCCCC)(=O)O.C(CCCCCCCCCCCC)(=O)O.C(CCCCCCCCCCCC)(=O)O